cis-3-methyl-1-(1,3,5-triazin-2-yl)-6-azabicyclo[3.1.1]heptane trifluoroacetate FC(C(=O)O)(F)F.CC1CC2(NC(C1)C2)C2=NC=NC=N2